C(C)(C)(C)OC(=O)N(C(OC(C)(C)C)=O)C1=NN2C(C=C(C=C2)C2=NC(=CC=C2)C=2C=NN(C2)[C@H](C)C2=CC=C(C=C2)F)=N1 |r| racemic-tert-butyl (tert-butoxycarbonyl)(7-(6-(1-(1-(4-fluorophenyl)ethyl)-1H-pyrazol-4-yl)pyridin-2-yl)-[1,2,4]triazolo[1,5-a]pyridin-2-yl)carbamate